3-methyl-2-methylene-4-oxo-4-(((S)-1-(4-(trifluoromethyl)phenyl)ethyl)amino)butanoic acid CC(C(C(=O)O)=C)C(N[C@@H](C)C1=CC=C(C=C1)C(F)(F)F)=O